6-chloropyridine-3-Formamide ClC1=CC=C(C=N1)C(=O)N